6-cyclopropyl-N-(6-(difluoromethyl)pyridin-3-yl)-2-(1H-imidazol-1-yl)pyrimidine-4-carboxamide C1(CC1)C1=CC(=NC(=N1)N1C=NC=C1)C(=O)NC=1C=NC(=CC1)C(F)F